C(C)C(C(=O)OOOC(C)(C)C)CCCC tert-butylperoxy (2-ethylhexanoate)